N,N-dimethyl-4-(1-piperazinyl)benzamide bis-hydrochloric acid salt Cl.Cl.CN(C(C1=CC=C(C=C1)N1CCNCC1)=O)C